(S)-4-(morpholinomethyl)-N2-(piperidin-3-yl)-N6-(5-(trifluoromethyl)thiazol-2-yl)pyridin-2,6-diamine O1CCN(CC1)CC1=CC(=NC(=C1)NC=1SC(=CN1)C(F)(F)F)N[C@@H]1CNCCC1